2-[4-[(Z)-1,2-diphenylbut-1-enyl]phenoxy]-N,N-dimethylethylamine C1(=CC=CC=C1)/C(=C(\CC)/C1=CC=CC=C1)/C1=CC=C(OCCN(C)C)C=C1